BrC=1SC=2CN(CCC2N1)C1=NC=NC2=CC=C(C=C12)OC 2-bromo-5-(6-methoxyquinazolin-4-yl)-4,5,6,7-tetrahydrothiazolo[5,4-c]pyridine